3-(4-bromo-2,5-dimethyl-3,6-dioxocyclohexa-1,4-dien-1-yl)-3-methylbutyric acid BrC=1C(C(=C(C(C1C)=O)C(CC(=O)O)(C)C)C)=O